thiazole-5-sulfonamide hydrochloride Cl.S1C=NC=C1S(=O)(=O)N